tertbutyl ((3S,5S)-5-((S)-1-(4-fluorophenyl)-1,2,3,4-tetrahydroisoquinoline-2-carbonyl)tetrahydrofuran-3-yl)carbamate FC1=CC=C(C=C1)[C@@H]1N(CCC2=CC=CC=C12)C(=O)[C@@H]1C[C@@H](CO1)NC(OC(C)(C)C)=O